OCCN(C(OC(C)(C)C)=O)S(=O)(=O)C tert-butyl (2-hydroxyethyl)(methylsulfonyl)carbamate